C[C@@]1(OC(=C(C1C)OS(=O)(=O)C(F)(F)F)C(=O)OCC)C(F)(F)F |r| ethyl rac-(4R,SR)-2,3-dimethyl-2-(trifluoromethyl)-4-(trifluoromethylsulfonyloxy)-3H-furan-5-carboxylate